C1(CC1)OC=1C(=C(C=C2C(=NC(=NC12)OC[C@H]1N(CCC1)C)C(C#N)C1NCCNC1)OC)C1=C2C=NNC2=CC=C1C 8-cyclopropoxy-6-methoxy-7-(5-methyl-1H-indazol-4-yl)-2-((((S)-1-methylpyrrolidin-2-yl))methoxy)quinazolin-4-ylpiperazin-2-yl-acetonitrile